O1C(COCC1)C=1C=C2C(=CC=NC2=CC1)C(=O)O 6-(1,4-dioxan-2-yl)quinoline-4-carboxylic acid